3-(2-propoxyethoxy)propionic acid C(CC)OCCOCCC(=O)O